N-oxodecyl-meglumine O=CCCCCCCCCCN(C)C[C@H](O)[C@@H](O)[C@H](O)[C@H](O)CO